C(C=C)(=O)N1C(CN(CC1)C1=NC(=NC=2CC(CCC12)N1CCCC2=CC=C(C=C12)F)N1CC(C(C1)NC)F)CC#N 2-(1-acryloyl-4-(7-(7-fluoro-3,4-dihydroquinolin-1(2H)-yl)-2-(3-fluoro-4-(methylamino)pyrrolidin-1-yl)-5,6,7,8-tetrahydroquinazolin-4-yl)piperazin-2-yl)acetonitrile